OCC12CN(CC(CC1)N2C(=O)OC(C)(C)C)C(=O)OCC2=CC=CC=C2 3-Benzyl 8-(tert-butyl) 1-(hydroxymethyl)-3,8-diazabicyclo[3.2.1]octane-3,8-dicarboxylate